ClC1=NC(=CC(=N1)N1C(CCC1)(C)CO)Cl (1-(2,6-Dichloropyrimidin-4-yl)-2-methylpyrrolidin-2-yl)methanol